3-((6-((4-(benzyl(methyl)amino)pyrazolo[1,5-a]pyrazin-3-yl)oxy)-7-chloro-1-methyl-1H-imidazo[4,5-b]pyridin-2-yl)oxy)-5-cyclopropyl-1-isopropylpyridin-2(1H)-one C(C1=CC=CC=C1)N(C=1C=2N(C=CN1)N=CC2OC=2C(=C1C(=NC2)N=C(N1C)OC=1C(N(C=C(C1)C1CC1)C(C)C)=O)Cl)C